N-[[6-[(2-Methyl-1,3-benzothiazol-5-yl)amino]-2-pyridyl]sulfonyl]-2-(2,2,4-trimethylpyrrolidin-1-yl)pyridin-3-carboxamid CC=1SC2=C(N1)C=C(C=C2)NC2=CC=CC(=N2)S(=O)(=O)NC(=O)C=2C(=NC=CC2)N2C(CC(C2)C)(C)C